ClC=1C=C(C=CC1OC)COC1=NNC(=C1)C(=O)OCC ethyl 3-[(3-chloro-4-methoxy-phenyl)methoxy]-1H-pyrazole-5-carboxylate